(2S)-2-[[4-[(2-amino-4-hydroxyl-pteridin-6-yl)methylamino]benzoyl]amino]-5-hydrazino-5-oxo-pentanoic acid NC1=NC2=NC=C(N=C2C(=N1)O)CNC1=CC=C(C(=O)N[C@H](C(=O)O)CCC(=O)NN)C=C1